COC(=O)C=1OCOC1 [1,3]dioxole-4-carboxylic acid methyl ester